3-pyridylthio(benzene) N1=CC(=CC=C1)SC1=CC=CC=C1